ClC=1C(=NC=CC1)C(C(=O)N)C1=CC(=C(C=C1)F)C1=NC=NC2=CC(=CC=C12)N1CCOCC1 2-(3-Chloro-pyridin-2-yl)-2-[4-fluoro-3-(7-morpholin-4-yl-quinazolin-4-yl)-phenyl]acetamide